FC(C1=CC=2OCCC3N(C2N=C1)CCCC3)(F)F 3-(trifluoromethyl)-7,7a,8,9,10,11-hexahydro-6H-dipyrido[3,2-b:1',2'-d][1,4]oxazepine